Cl.C1(=CC=CC=C1)COC(=O)NCCN N-(Phenylmethoxy)carbonyl-1,2-diaminoethane hydrochloride